COC(C)(C1=CC=CC=C1)C1=CC=CC=C1 methoxydiphenyl-ethane